C(CC)(=O)OC(C(CC=C(C)C)C)(C)C=C 2-methyl-1-vinyl-1,5-dimethyl-4-hexenyl propionate